6-chloro-2-(2,6-dioxopiperidin-3-yl)-1-oxoisoindoline-4-carboxylic acid ClC=1C=C(C=2CN(C(C2C1)=O)C1C(NC(CC1)=O)=O)C(=O)O